CC(CN1CCC(CC1)C1=NNC2=CC(=C(C=C12)C)C=1C=C(C=2N(C1)N=CN2)C)(C)O 2-methyl-1-(4-(5-methyl-6-(8-methyl-[1,2,4]triazolo[1,5-a]pyridin-6-yl)-1H-indazol-3-yl)piperidin-1-yl)propan-2-ol